C(C)(C)(C)C=1C=C(C=CC1)NC1=CC(=CC(=C1)Cl)NC1=CC(=CC=C1)C(C)(C)C N1,N3-bis(3-(tert-butyl)phenyl)-5-chlorobenzene-1,3-diamine